3-(6-((4-methylpiperazin-1-yl)methyl)-1H-benzimidazol-2-yl)-4-nitro-1H-indazole CN1CCN(CC1)CC=1C=CC2=C(NC(=N2)C2=NNC3=CC=CC(=C23)[N+](=O)[O-])C1